(±)-4-(2-(5-(5-chloro-2-(4-(trifluoromethyl)-1H-1,2,3-triazol-1-yl)phenyl)pyrazin-2-yl)-3-cyclopropylpropionamido)-2-fluorobenzamide ClC=1C=CC(=C(C1)C=1N=CC(=NC1)[C@H](C(=O)NC1=CC(=C(C(=O)N)C=C1)F)CC1CC1)N1N=NC(=C1)C(F)(F)F |r|